1-tert-butyl 4-(2-{[(chloromethoxy)carbonyl]oxy} ethyl) 2,2-dimethylbutanedioate CC(C(=O)OC(C)(C)C)(CC(=O)OCCOC(=O)OCCl)C